NC1=C(C=C(C(=C1)N)O)O 4,6-diaminobenzene-1,3-diol